COC1=NC(=NN2C1=C(C=C2)C2=CC=1N(C=C2)N=CC1)NC1CCC2(CN(C2)C(C)=O)CC1 1-(7-((4-methoxy-5-(pyrazolo[1,5-a]pyridin-5-yl)pyrrolo[2,1-f][1,2,4]triazin-2-yl)amino)-2-azaspiro[3.5]nonan-2-yl)ethan-1-one